C(C)OC(=O)C=1C=NN(C1)C(C)C1CC1 (1-cyclopropylethyl)-1H-pyrazole-4-carboxylic acid ethyl ester